6-bromo-4-chloro-1-(trifluoromethyl)xanthen-9-one (1r,3r)-3-(1-methyl-1H-benzo[d]imidazol-7-yl)cyclobutyl-((2-(2,6-dioxopiperidin-3-yl)-4-fluoro-3-oxoisoindolin-5-yl)methyl)carbamate CN1C=NC2=C1C(=CC=C2)C2CC(C2)N(C(O)=O)CC=2C(=C1C(N(CC1=CC2)[C@H]2C(NC(CC2)=O)=O)=O)F.BrC=2C=C1OC=3C(=CC=C(C3C(C1=CC2)=O)C(F)(F)F)Cl